COC(=O)C1=CC2=C(N=C(O2)C2=CC(=C(C(=C2)Cl)O)Cl)C=C1.C1(=CC=C(C=C1)C1=NC(=CC(=N1)C1=CC=C(C=C1)C1=CC=CC=C1)C1=CC=C(C=C1)Br)C1=CC=CC=C1 2,4-di([1,1'-biphenyl]-4-yl)-6-(4-bromophenyl)pyrimidine methyl-2-(3,5-dichloro-4-hydroxy-phenyl)-1,3-benzoxazole-6-carboxylate